O=C1N(CCOC1)C1=CC=C(C=C1)S(=O)(=O)NC1=C(N=CS1)C(=O)O 5-{[4-(3-oxomorpholin-4-yl)phenyl]sulfonylamino}-1,3-thiazole-4-carboxylic acid